disiloxanesulfonate [SiH2](O[SiH3])S(=O)(=O)[O-]